C(C)(C)(C)OC(=O)N1[C@H](CN(CC1)C1=NC=C(C=C1)C(F)(F)F)C (S)-2-methyl-4-(5-(trifluoromethyl)pyridin-2-yl)piperazine-1-carboxylic acid tert-butyl ester